FC1=C(C=C(CN2C(C=C(C=C2)C=2C=C3C(=NNC3=CC2)C2=CC(=NC=C2)C)=O)C=C1)OC(F)(F)F 1-(4-fluoro-3-(trifluoromethoxy)benzyl)-4-(3-(2-methylpyridin-4-yl)-1H-indazol-5-yl)pyridin-2(1H)-one